NC=1C2=C(N=CN1)N(C=C2C=2C(=C(C=CC2)N(S(=O)(=O)C2=CC(=C(C=C2)OC)Cl)COC)F)C N-[3-(4-amino-7-methyl-7H-pyrrolo[2,3-d]pyrimidin-5-yl)-2-fluoro-phenyl]-3-chloro-4-methoxy-N-methoxymethyl-benzenesulfonamide